C1(CC1)C1=CC=C(C=C1)[C@]12[C@](C=3C(=NC(=CC3O1)OC)OC)([C@@H]([C@@H]([C@H]2C2=CC=CC=C2)CN2CCOCC2)O)O (5aR,6S,7S,8R,8aS)-5a-(4-cyclopropylphenyl)-1,3-dimethoxy-7-(morpholinomethyl)-6-phenyl-5a,6,7,8-tetrahydro-8aH-cyclopenta[4,5]furo[3,2-c]pyridine-8,8a-diol